COC=1C=C2C(=CN1)OC1(CNC(C1)C)C2 5-methoxy-5'-methyl-3H-spiro[furo[2,3-c]pyridin-2,3'-pyrrolidine]